FC1=CC(=C(C=C1)C1=NC=CC2=C1CN(C2=O)C2=CC=C(C=C2)OCC(C)(C)O)OCC(F)(F)F 4-[4-fluoro-2-(2,2,2-trifluoroethoxy)phenyl]-2-[4-(2-hydroxy-2-methylpropoxy)phenyl]-2,3-dihydro-1H-pyrrolo[3,4-c]pyridin-1-one